C1=NC=C(C2=CC=CC=C12)N1C(NC2=C(C=C(C=C2C1=O)C(F)(F)F)C)=O 3-(isoquinolin-4-yl)-8-methyl-6-(trifluoromethyl)quinazoline-2,4(1H,3H)-dione